4'-hex-5-enyloxy-biphenyl-4-carbonitrile C(CCCC=C)OC1=CC=C(C=C1)C1=CC=C(C=C1)C#N